C1(CCCCC1)C1=NNC(=C1C)N 3-cyclohexyl-4-methyl-1H-pyrazol-5-amine